FC(CNC1=C(C#N)C=C(C=C1)C=1OC(=NN1)C1=CC=CC=2N(C=NC21)C)F 2-[(2,2-difluoro-ethyl)amino]-5-[5-(1-methyl-1H-1,3-benzodiazol-4-yl)-1,3,4-oxadiazol-2-yl]benzonitrile